Cl.S1C2=C(C=C1)C=CC=C2N2CCNCC2 1-(benzo[b]thiophene-7-yl)piperazine hydrochloride